N-(3-(2-((4-(piperidin-4-ylamino)phenyl)amino)quinazolin-8-yl)phenyl)acrylamide N1CCC(CC1)NC1=CC=C(C=C1)NC1=NC2=C(C=CC=C2C=N1)C=1C=C(C=CC1)NC(C=C)=O